CC1=C(OC2=NC(=NC=C2)NC2=CC=C(C#N)C=C2)C(=CC(=C1)COC1=CC=C(C=C1)[N+](=O)[O-])C 4-((4-(2,6-dimethyl-4-((4-nitrophenoxy)methyl)phenoxy)pyrimidin-2-yl)amino)benzonitrile